C(C)N1C(N(N=C1CO)C=1C=C2C(=CC(=NC2=CC1F)C=1C(=NNC1)C)C(C)C)=O 4-ethyl-2-(7-fluoro-4-isopropyl-2-(3-methyl-1H-pyrazol-4-yl)quinolin-6-yl)-5-(hydroxymethyl)-2,4-dihydro-3H-1,2,4-triazol-3-one